C(C=1C(C(=O)OCCCCCCC(C)C)=CC(C(=O)OCCCCCCC(C)C)=CC1)(=O)OCCCCCCC(C)C tris-isononyl trimellitate